1-octyl N,N-dipentylaminoacetate C(CCCC)N(CCCCC)CC(=O)OCCCCCCCC